8-Methyl-N-[(2S)-oxetan-2-ylmethyl]-2-(pyridin-2-ylmethyl)-4,5-dihydro-2H-furo[2,3-g]indazole-7-carboxamide CC1=C(OC=2CCC3=CN(N=C3C21)CC2=NC=CC=C2)C(=O)NC[C@H]2OCC2